(3-Cyanobenzo[b]thiophen-6-yl)carbamic acid tert-butyl ester C(C)(C)(C)OC(NC=1C=CC2=C(SC=C2C#N)C1)=O